OC(CS(=O)(=O)O)CN1CCOCC1 2-hydroxy-3-morpholinyl-propanesulfonic acid